(6-chloro-2-fluoropyridin-3-yl)boronic Acid ClC1=CC=C(C(=N1)F)B(O)O